2-benzyl-6-cyclohexyl-4-(trifluoromethyl)-4,5-dihydropyridazin-3(2H)-one C(C1=CC=CC=C1)N1N=C(CC(C1=O)C(F)(F)F)C1CCCCC1